N-propyl-N'-pentyl-urea C(CC)NC(=O)NCCCCC